COCC1=CC=C(C(=N1)C#N)N1N=CC=N1 6-(methoxymethyl)-3-(2H-1,2,3-triazol-2-yl)picolinonitrile